COC(CNCC(=O)O)=O.COC=1C=C(C=CC1OC)OB(O)O 3,4-dimethoxyphenyl-boric acid methyl-iminodiacetate